ClC1=NC=C2C(=N1)N(N=C2)C[C@@H]2CC[C@H](CC2)O (trans)-4-((6-chloro-1H-pyrazolo[3,4-d]pyrimidin-1-yl)methyl)cyclohexan-1-ol